NC1=NC=NC2=CC=C(C=C12)C1=CC=C(S1)CNC1=NC=CC=2N=CN(C(C21)=O)[C@@H](C)C2=CC(=C(C=C2)F)F 5-({[5-(4-aminoquinazolin-6-yl)thiophen-2-yl]methyl}amino)-3-[(1S)-1-(3,4-difluorophenyl)ethyl]pyrido[4,3-d]pyrimidin-4(3H)-one